BrCC(=O)C1=CC(=NO1)Br 2-bromo-1-(3-bromoisoxazol-5-yl)ethanone